4-amino-1,2,4-triazine NN1CN=NC=C1